9-(1-(3,5-diisopropyl-[1,1'-biphenyl]-4-yl)-1H-benzo[d]imidazol-2-yl)-2,3-diphenyl-3H-benzo[2,3]benzofuro[6,7-d]imidazole C(C)(C)C=1C=C(C=C(C1N1C(=NC2=C1C=CC=C2)C2=CC=CC1=C2OC2=C1C=CC=1N(C(=NC12)C1=CC=CC=C1)C1=CC=CC=C1)C(C)C)C1=CC=CC=C1